Cl.FC1(CNCC[C@H]1N1CCN(CC1)C1=CC2=C(N(C(N2C)=O)C2C(NC(CC2)=O)=O)C=C1)F 3-(5-{4-[(4R)-3,3-difluoropiperidin-4-yl]piperazin-1-yl}-3-methyl-2-oxo-1,3-benzodiazol-1-yl)piperidine-2,6-dione hydrochloride